C(#N)C1(CCN(CC1)C)C1=CC=CC=C1 4-cyano-1-methyl-4-phenylpiperidine